ClC=1C=CC=2N(C1C)N=CN2 6-chloro-5-methyl-[1,2,4]triazolo[1,5-a]pyridine